(S)-(1-amino-1'-(6-amino-((2-amino-3-chloropyridin-4-yl)thio)pyrazin-2-yl)-5-fluoro-1,3-dihydrospiro[indene-2,4'-piperidin]-6-yl)dimethylphosphine oxide N[C@@H]1C2=CC(=C(C=C2CC12CCN(CC2)C2=NC(=CN=C2SC2=C(C(=NC=C2)N)Cl)N)F)P(C)(C)=O